2-[[3-(4-Tert-Butoxycarbonylpiperazin-1-yl)-6-chloro-4-quinolinyl]amino]-5-chloro-benzoic acid C(C)(C)(C)OC(=O)N1CCN(CC1)C=1C=NC2=CC=C(C=C2C1NC1=C(C(=O)O)C=C(C=C1)Cl)Cl